N1N=CC2=CC(=CC=C12)C=1C=NC(=NC1)NC1(CCC1)C1=NC=CC=C1F (5-(1H-indazol-5-yl)pyrimidin-2-yl)[(3-fluoro(2-pyridyl))cyclobutyl]amine